N1N=CC(=C1)C(=O)OC(C)C1CNCC(C1)C(F)F 5-(difluoromethyl)-1-[piperidin-3-yl]-ethyl 1H-pyrazole-4-carboxylate